7-methyl-5-oxo-4,5-dihydrothieno[3,2-b]pyridine-3-carboxylic acid methyl ester COC(=O)C1=CSC2=C1NC(C=C2C)=O